i-butyl 2-hydroxypropionate OC(C(=O)OCC(C)C)C